1-(5-((4-(2-(tetrahydro-2H-pyran-4-yl)ethyl)piperazin-1-yl)methyl)pyrazolo[1,5-a]pyridin-3-yl)dihydropyrimidine-2,4(1H,3H)-dione O1CCC(CC1)CCN1CCN(CC1)CC1=CC=2N(C=C1)N=CC2N2C(NC(CC2)=O)=O